C(C)OC(=O)C=1OC2=C(C1)C=CC(=C2)S(NC2=CC(=NN2C2CCCCC2)C)(=O)=O 6-(N-(1-cyclohexyl-3-methyl-1H-pyrazol-5-yl)sulfamoyl)benzofuran-2-carboxylic acid ethyl ester